CN(C=1C=C(N=NC1)N1N=CC(=C1)C(C)=O)C 1-(1-(5-(dimethylamino)pyridazin-3-yl)-1H-pyrazol-4-yl)ethan-1-one